N[C@@H]1C[C@H](N(C1)C(=O)C1=CC2=C(S1)C=C(C=C2)Cl)C=2SC=C(N2)C(=O)N[C@H](C(=O)NC)CCCCNC(=N)N 2-((2S,4R)-4-amino-1-(6-chlorobenzo[b]thiophene-2-carbonyl)pyrrolidin-2-yl)-N-((S)-6-guanidino-1-(methylamino)-1-oxohexan-2-yl)thiazole-4-carboxamide